N-heptyl-methacrylamide C(CCCCCC)NC(C(=C)C)=O